1-(3-aminophenyl)pyridine NC=1C=C(C=CC1)N1CC=CC=C1